[K].FC1(OC(OC1(F)F)(C(C(C(F)(F)F)(F)F)(F)F)C(O)(F)F)C(C(C(F)(F)F)(F)F)(F)F perfluoro(2-hydroxymethyl-2,4-di-n-propyl-1,3-dioxolane) potassium salt